1-(4-methoxyphenyl)-7-oxo-6-(4-(2-oxopiperidin-1-yl)phenyl)-6,7-dihydro-1H-pyrazolo[3,4-c]pyridine-3-carboxamide COC1=CC=C(C=C1)N1N=C(C2=C1C(N(C=C2)C2=CC=C(C=C2)N2C(CCCC2)=O)=O)C(=O)N